C1(CC1)N1C=C(C(C2=CC(=C(C(=C12)OC)N1CC(NCC1)C)F)=O)C(=O)O 1-cyclopropyl-6-fluoro-7-(3-methylpiperazin-1-yl)-8-methoxy-1,4-dihydro-4-oxo-quinoline-3-carboxylic acid